(S)-4'-(1-acetyl-4-acryloylpiperazin-2-yl)-6'-chloro-N-methyl-[2,2'-bipyridine]-4-carboxamide C(C)(=O)N1[C@H](CN(CC1)C(C=C)=O)C1=CC(=NC(=C1)Cl)C1=NC=CC(=C1)C(=O)NC